N-(3-(3-(((tert-butyldiphenylsilyl)oxy)methyl)-5-chloropyridin-2-yl)oxetan-3-yl)-2-methylpropane-2-sulfinamide [Si](C1=CC=CC=C1)(C1=CC=CC=C1)(C(C)(C)C)OCC=1C(=NC=C(C1)Cl)C1(COC1)NS(=O)C(C)(C)C